O1CCNC2=C1C=CC(=C2)C2N(C(N(CN2)C)=S)C [1,4-dihydro-2H-benzo[1,4]Oxazin-6-yl]-1,5-dimethyl-6-thioxo-[1,3,5]Triazinane